N-[5-[[2-bromo-6-chloro-4-[1,2,2,2-tetrafluoro-1-(trifluoromethyl)ethyl]phenyl]carbamoyl]-2-cyano-phenyl]-4-cyano-2-methyl-benzamide BrC1=C(C(=CC(=C1)C(C(F)(F)F)(C(F)(F)F)F)Cl)NC(=O)C=1C=CC(=C(C1)NC(C1=C(C=C(C=C1)C#N)C)=O)C#N